dimethyl-bis(oleoyloxy)tin C[Sn](OC(CCCCCCC\C=C/CCCCCCCC)=O)(OC(CCCCCCC\C=C/CCCCCCCC)=O)C